(±)-5-((4-(cyclopropyl(methyl)amino)-3-((methylsulfinyl)methyl)phenyl)amino)-7-(cyclopropylamino)pyrazolo[1,5-a]pyrimidine-3-carbonitrile C1(CC1)N(C1=C(C=C(C=C1)NC1=NC=2N(C(=C1)NC1CC1)N=CC2C#N)C[S@](=O)C)C |r|